FC(C(C=O)=O)(F)F 3,3,3-trifluoro-2-oxo-propanal